dysprosium gadoleate C(CCCCCCC\C=C/CCCCCCCCCC)(=O)[O-].[Dy+3].C(CCCCCCC\C=C/CCCCCCCCCC)(=O)[O-].C(CCCCCCC\C=C/CCCCCCCCCC)(=O)[O-]